(E)-1-(4-(2-Cyano-6-(4-(dimethylamino)but-2-enoyl)-4,5,6,7-tetrahydrothieno[2,3-c]pyridin-4-yl)-3-(1-ethyl-3-(trifluoromethyl)-1H-pyrazol-4-yl)phenyl)-3-methylurea C(#N)C1=CC2=C(CN(CC2C2=C(C=C(C=C2)NC(=O)NC)C=2C(=NN(C2)CC)C(F)(F)F)C(\C=C\CN(C)C)=O)S1